4-(5-Hexyl-2,4-dioxotri-(1H-tetrazol-5-yl)phenyl)butanamide C(CCCCC)C=1C(C(C(C(C1)(CCCC(=O)N)C1=NN=NN1)=O)(C1=NN=NN1)C1=NN=NN1)=O